ClC1=CC2=C(N(C(N=C2N2[C@H](CN(CC2)C(C=C)=O)C)=O)C=2C(=NC=CC2C)C2CC2)N=C1C1=C(C=CC=C1)F 6-Chloro-1-(2-cyclopropyl-4-methyl-3-pyridinyl)-7-(2-fluorophenyl)-4-((2S)-2-methyl-4-(2-propenoyl)-1-piperazinyl)pyrido[2,3-d]pyrimidin-2(1H)-one